5-methyl-N-phenylpyridazin-3-amine CC=1C=C(N=NC1)NC1=CC=CC=C1